C(#N)C1=C(C=CC=C1)[C@H]([C@@H](C)C=1N(C(C(=C(N1)C(=O)NC=1C=NOC1)O)=O)C)N1N=CC=C1C 2-((1s,2r)-1-(2-cyanophenyl)-1-(5-methyl-1H-pyrazol-1-yl)propan-2-yl)-5-hydroxy-N-(isoxazol-4-yl)-1-methyl-6-oxo-1,6-dihydropyrimidine-4-carboxamide